FC1=CC=C(C=C1)C1=NN(C=C1C=1C2=C(N=CN1)C=C(C(=N2)NCC2=CC=C(C=C2)OC)OC)C 4-(3-(4-fluorophenyl)-1-methyl-1H-pyrazol-4-yl)-7-methoxy-N-(4-methoxybenzyl)pyrido[3,2-d]pyrimidin-6-amine